IC=1C(=NC(=NC1)NC=1C=CC2=C(B(OC2)O)C1)NCCC 6-((5-iodo-4-(propylamino)pyrimidin-2-yl)amino)benzo[c][1,2]oxaborol-1(3H)-ol